(7S,15RS)-9-(2,6-difluorophenyl)-3,7-dimethyl-18-thia-2,4,5,8-tetrazatetracyclo[8.8.0.02,6.011,17]octadeca-1(10),3,5,8,11(17)-pentaen-15-ol FC1=C(C(=CC=C1)F)C1=N[C@H](C2=NN=C(N2C=2SC=3C[C@@H](CCCC3C12)O)C)C |&1:20|